FC=1C=CC(=C(C1)B(O)O)CSC1=CC(=CC=C1)C (5-FLUORO-2-([(3-METHYLPHENYL)SULFANYL]METHYL)PHENYL)BORANEDIOL